5-(N-isobutenyl-3-cyanoindol-5-yl)isoxazole-3-carboxylic acid ethyl ester C(C)OC(=O)C1=NOC(=C1)C=1C=C2C(=CN(C2=CC1)C=C(C)C)C#N